1-(4-(4-AMINO-7-CYCLOPROPYL-7H-PYRROLO[2,3-D]PYRIMIDIN-5-YL)-2-FLUOROPHENYL)-3-(6-((4-METHYLPIPERAZIN-1-YL)METHYL)-5-(TRIFLUOROMETHYL)PYRIDIN-3-YL)UREA NC=1C2=C(N=CN1)N(C=C2C2=CC(=C(C=C2)NC(=O)NC=2C=NC(=C(C2)C(F)(F)F)CN2CCN(CC2)C)F)C2CC2